FC1=C(C=C2C(=CC(=NC2=C1)C=1C(=NNC1C(F)(F)F)C)C(C)C)C1=NN(C(=N1)CO)C (3-(7-fluoro-4-isopropyl-2-(3-methyl-5-(trifluoromethyl)-1H-pyrazol-4-yl)quinoline-6-yl)-1-methyl-1H-1,2,4-triazol-5-yl)methanol